ClP(O)(O)Cl.O1CCCC1 tetrahydrofuran dichlorophosphonite